C1(=CC=CC=C1)N(C1=CC=C(C2=CC=CC=C12)OB(O)O)C1=CC=CC=C1 (4-(diphenylamino)naphthalen-1-yl)boric acid